methyl-2,3-dihydrobenzofuran-3-carboxylate COC(=O)C1COC2=C1C=CC=C2